1-(5-(8-(2-methoxyphenyl)-7,8-dihydro-6H-pyrrolo[2',1':2,3]imidazo[4,5-b]pyridin-2-yl)pyrimidin-2-yl)piperidin-4-ol COC1=C(C=CC=C1)C1CCC2=NC=3C(=NC(=CC3)C=3C=NC(=NC3)N3CCC(CC3)O)N21